13-Bromo-3-chloro-14-fluoro-6-[(4-methoxyphenyl)methyl]-2,4,6,9,10-pentaazatetracyclo[7.5.2.05,15.012,16]hexadecane-1(2),3,5(15),10,12(16),13-hexaene BrC=1C=2C=NN3CCN(C=4N=C(N=C(C1F)C4C23)Cl)CC2=CC=C(C=C2)OC